tert-butyl (2-(2,5-difluoro-4-formylphenoxy)ethyl)(methyl)carbamate FC1=C(OCCN(C(OC(C)(C)C)=O)C)C=C(C(=C1)C=O)F